ClC1=C(OC2CC3(CN(C3)C(=O)N3C[C@@H]4[C@@H](OCC(N4)=O)CC3)C2)C=CC(=C1)OC(F)(F)F (4aR,8aS)-6-(6-(2-Chloro-4-(trifluoromethoxy)phenoxy)-2-azaspiro[3.3]heptane-2-carbonyl)hexahydro-2H-pyrido[4,3-b][1,4]oxazin-3(4H)-one